3α-bis-(4-fluorophenyl)methoxytropane FC1=CC=C(C=C1)C(O[C@H]1C[C@H]2CC[C@@H](C1)N2C)C2=CC=C(C=C2)F